C(CCC)C1=CC=C(C(=O)C=2C=C3C(=CNC3=CC2)C2CCN(CC2)CCCCCC)C=C1 5-(4-butylbenzoyl)-3-(1-hexylpiperidin-4-yl)-1H-indole